ammonium chromate lactate C(C(O)C)(=O)[O-].[Cr](=O)(=O)([O-])[O-].[NH4+].[NH4+].[NH4+]